CC1(OCC1)COC=1C=NC=CC1 3-[(2-methyloxetan-2-yl)methoxy]pyridine